ClC1=NC=C(C(=N1)C=1C=NN(C1)C(C#N)C)F (4-(2-chloro-5-fluoropyrimidin-4-yl)-1H-pyrazol-1-yl)propionitrile